FC1(CN(CC[C@H]1N(C(=O)NC=1C(N(C=C(C1)C(F)(F)F)C)=O)C)C=1C=C2C(=NC1)NC=C2NC(C)=O)F (R)-N-(5-(3,3-difluoro-4-(1-methyl-3-(1-methyl-2-oxo-5-(trifluoromethyl)-1,2-dihydropyridin-3-yl)ureido)piperidin-1-yl)-1H-pyrrolo[2,3-b]pyridin-3-yl)acetamide